N1(CCC1)CCN1C(C(=CC=C1)C(=O)[O-])=O.[Li+] lithium(1+) 1-[2-(azetidin-1-yl)ethyl]-2-oxo-1,2-dihydropyridine-3-carboxylate